FC=1C(=C(C=CC1F)C(=O)N1CC(C1)([C@H]1[C@H](CCCC1)O)O)NC1=C(C=C(C=C1)I)F (3,4-difluoro-2-(2-fluoro-4-iodophenylamino)phenyl)(3-hydroxy-3-((1R,2S)-2-hydroxycyclohexyl)azetidin-1-yl)methanone